C(C)OC1=C2CN(C(C2=CC(=C1)OC)=O)C1C(NC(CC1)=O)=O 3-(4-ethoxy-6-methoxy-1-oxoisoindolin-2-yl)piperidine-2,6-dione